C(C)(C)(C)OC(=O)N1CC=2NC(=NC2C1)C1=NC=CC(=C1)Br 2-(4-bromopyridin-2-yl)-4,6-dihydropyrrolo[3,4-d]imidazole-5(1H)-carboxylic acid tert-butyl ester